C(N)(OCCCC)=O n-butyl monocarbamate